CC=1C=C(OC2=NC=C(N=C2)C(F)(F)F)C=C(C1)B1OC(C(O1)(C)C)(C)C 2-[3-methyl-5-(4,4,5,5-tetramethyl-1,3,2-dioxaborolan-2-yl)phenoxy]-5-(trifluoromethyl)pyrazine